C(CCC)OC1=CC=C(C=C1)/C=C/CCO (E)-4-p-Butoxyphenyl-3-buten-1-ol